tert-butyl (R,Z)-4-((tert-butyl sulfinyl)imino)-2-chloro-4,6-dihydrospiro[cyclopenta[d]thiazole-5,4'-piperidine]-1'-carboxylate C(C)(C)(C)[S@@](=O)\N=C\1/C=2N=C(SC2CC12CCN(CC2)C(=O)OC(C)(C)C)Cl